[NH4+].C(C=C)(=O)[O-] Acrylate Ammonium